COC(C1=C(C=CC(=C1)\C=C\C(=O)N1C(C(=CCC1)Br)=O)O)=O (E)-methyl-5-(3-(3-bromo-2-oxo-5,6-dihydropyridin-1(2H)-yl)-3-oxoprop-1-en-1-yl)-2-hydroxybenzoate